Methyl 3-methoxy-4-(prop-1-en-2-yl)benzoate COC=1C=C(C(=O)OC)C=CC1C(=C)C